N1OC(CCO1)N1C(C2(C1)CN(C1=CC=CC=C12)C(=O)OC(C)(C)C)=O tert-butyl 1'-(2,6-dioxapiperidin-3-yl)-2'-oxospiro[indoline-3,3'-azetidine]-1-carboxylate